4,5-dimethyl-1,3-dinitrobenzene CC1=C(C=C(C=C1C)[N+](=O)[O-])[N+](=O)[O-]